3-(4'-amino-2-chloro-[1,1'-biphenyl]-3-yl)piperidine-2,6-dione NC1=CC=C(C=C1)C1=C(C(=CC=C1)C1C(NC(CC1)=O)=O)Cl